C1(=CC=CC=C1)C1=NC(=NC(=N1)C1=CC=CC=C1)C1=C(C(=C(C#N)C=C1)C=1C=CC=2N(C3=CC=CC=C3C2C1)C1=CC=CC=C1)C=1C=CC=2N(C3=CC=CC=C3C2C1)C1=CC=CC=C1 4-(4,6-diphenyl-1,3,5-triazin-2-yl)-2,3-bis(9-phenyl-9H-carbazol-3-yl)benzonitrile